(+/-)-trans-4-(4-Pyridinyl)-pyrrolidine-3-carboxylic acid dihydrochloride C1C(C(CN1)C(=O)O)C2=CC=NC=C2.Cl.Cl